Acetoacetic acid tert-butyl ester C(C)(C)(C)OC(CC(=O)C)=O